C(C=C)(=O)N[C@H]1CN(CCC1)CC1=CC(=NC=C1)C(=O)NC1=CC=C(C=C1)C1=CC2=C(N=CN=C2N2C(C(OC(C2([2H])[2H])([2H])[2H])([2H])[2H])([2H])[2H])N1 (R)-4-((3-acrylamidopiperidin-1-yl)methyl)-N-(4-(4-(morpholino-d8)-7H-pyrrolo[2,3-d]pyrimidin-6-yl)phenyl)picolinamide